C1=NC2=C(N1[C@H]3[C@@H]([C@@H]([C@H](O3)COP(=O)([O-])OP(=O)([O-])OCC4C(=C(C5C(O4)NC6=C(N5)C(=O)NC(=N6)N)[S-])[S-])O)O)N=C(NC2=O)N.C1=NC2=C(N1[C@H]3[C@@H]([C@@H]([C@H](O3)COP(=O)([O-])OP(=O)([O-])OCC4C(=C(C5C(O4)NC6=C(N5)C(=O)NC(=N6)N)[S-])[S-])O)O)N=C(NC2=O)N.[W] The molecule is an organophosphate oxoanion arising from deprotonation of the four diphosphate OH groups of tungsten-bis(molybdopterin guanine dinucleotide); major species at pH 7.3. It is an organophosphate oxoanion and a W-molybdopterin cofactor. It is a conjugate base of a tungsten-bis(molybdopterin guanine dinucleotide).